O[C@H](CC(C(C)C)=O)CO (5R)-5,6-Dihydroxy-2-methylhexane-3-one